Z-pyrazino[1,2-a]pyrimidine-4,7(6H)-dione N1=C2N(C(C=C1)=O)CC(N=C2)=O